2-hydroxyimino-3-phenyl-propanoic acid ON=C(C(=O)O)CC1=CC=CC=C1